C(C)(C)(C)OC(=O)N1CCC2=C(C=C3C(=C12)CN(C3=O)C3C(NC(CC3)=O)=O)Br 4-bromo-7-(2,6-dioxopiperidin-3-yl)-6-oxo-3,6,7,8-tetrahydropyrrolo[3,4-g]indole-1(2H)-carboxylic acid tert-butyl ester